(terphenylyl)(diphenylbenzothienopyrimidinyl)indolocarbazole C1(=C(C=CC=C1)C=1C(=C2C(=CC1)N=C1C=CC3=C4C=CC=CC4=NC3=C12)C1=NC2=C(C(=N1)C1=CC=CC=C1)SC1=C2C=CC=C1C1=CC=CC=C1)C=1C(=CC=CC1)C1=CC=CC=C1